FC1=C(C=CC=C1)S(=O)(=O)NC(=O)C1=NOC(C1)(C1=CC=CC=C1)C1=CC=CC=C1 N-((2-fluorophenyl)sulfonyl)-5,5-diphenyl-4,5-dihydroisoxazole-3-carboxamide